quinuclidin-3-yl 2-(benzo[d][1,3]dioxol-5-yl)propan-2-ylcarbamate O1COC2=C1C=CC(=C2)C(C)(C)NC(OC2CN1CCC2CC1)=O